O.OC1=CC=C(C=C1)S(=O)(=O)O para-hydroxybenzenesulfonic acid hydrate